Cl.Cl.C(C)OC(=O)C1=NN2C=3C=CN=C([C@H](CCC[C@H](C(NC2=C1)=O)C)N)C3 (9R,13S)-13-amino-9-methyl-8-oxo-2,3,7,15-tetraza-tricyclo[12.3.1.02,6]Octadeca-1(18),3,5,14,16-pentaene-4-carboxylic acid ethyl ester dihydrochloride